BrC=1C=NC(=NC1)C1(CC(C1)(F)F)O 1-(5-bromopyrimidin-2-yl)-3,3-difluorocyclobutan-1-ol